7-chloro-4-hydroxy-8-((3-hydroxy-2-(hydroxymethyl)propyl)thio)-6-(trifluoromethyl)quinazolin-2(1H)-one ClC1=C(C=C2C(=NC(NC2=C1SCC(CO)CO)=O)O)C(F)(F)F